4-(tert-butyl)-2-(dibenzo[B,d]furan-4-yl)pyridine C(C)(C)(C)C1=CC(=NC=C1)C1=CC=CC2=C1OC1=C2C=CC=C1